FC(CO)(CO)F 2,2-difluoropropane-1,3-diol